FC(C(=O)NC1CCN(CC1)P(OC[C@@H]1CN(C[C@@H](O1)N1C(NC(C(=C1)C)=O)=O)C(C1=CC=CC=C1)(C1=CC=CC=C1)C1=CC=CC=C1)(=O)Cl)(F)F ((2S,6R)-6-(5-methyl-2,4-dioxo-3,4-dihydropyrimidin-1(2H)-yl)-4-tritylmorpholin-2-yl)methyl (4-(2,2,2-trifluoroacetamido)piperidin-1-yl)phosphonochloridate